N-(2-((1S,4S)-2-oxa-5-azabicyclo[2.2.1]heptan-5-yl)-4-methoxy-5-((6-((R)-3-(3-(trifluoromethyl)phenyl)isoxazolidin-2-yl)pyrimidin-4-yl)amino)phenyl)acrylamide [C@@H]12OC[C@@H](N(C1)C1=C(C=C(C(=C1)OC)NC1=NC=NC(=C1)N1OCC[C@@H]1C1=CC(=CC=C1)C(F)(F)F)NC(C=C)=O)C2